NC[C@@]1(OC2=C([C@@H]1O)C(=C(C=C2)Cl)C2=C(C(=O)N)C=CC(=C2F)OC(F)F)C2=CC=CC=C2 2-((2s,3s,4s)-2-(aminomethyl)-5-chloro-3-hydroxy-2-phenyl-2,3-dihydrobenzofuran-4-yl)-4-(difluoromethoxy)-3-fluorobenzamide